COC1=CC=C(C=N1)CN1C2CN(CC1C2)C=2C=CC=1N(C2)N=CC1C#N 6-(6-((6-methoxypyridin-3-yl)methyl)-3,6-diazabicyclo[3.1.1]heptan-3-yl)pyrazolo[1,5-a]pyridine-3-carbonitrile